(rac)-tert-Butyl 6-(3-ethyl-5-fluorophenyl)-2-azaspiro[3.4]octane-2-carboxylate C(C)C=1C=C(C=C(C1)F)[C@H]1CC2(CN(C2)C(=O)OC(C)(C)C)CC1 |r|